BrC1=C(N=C(S1)C1CCN(CC1)C(=O)OC(C)(C)C)C1=C(C(=CC=C1)NS(=O)(=O)CCC)F tert-butyl 4-(5-bromo-4-(2-fluoro-3-(propylsulfonamido)phenyl)thiazol-2-yl)piperidine-1-carboxylate